6-(3-(1H-pyrazol-1-yl)phenyl)-5-chloro-2-morpholino-N-(pyridin-4-yl)pyrimidin-4-amine N1(N=CC=C1)C=1C=C(C=CC1)C1=C(C(=NC(=N1)N1CCOCC1)NC1=CC=NC=C1)Cl